C1CC12CCN(CC2)C2=C(C(=O)NC=1C=C3C=C(C=NC3=C(C1F)N1CCC(CC1)(F)F)C)C=CC(=C2)NS(=O)(=O)CCO 2-{6-azaspiro[2.5]octan-6-yl}-N-[8-(4,4-difluoropiperidin-1-yl)-7-fluoro-3-methyl-quinolin-6-yl]-4-(2-hydroxyethanesulfonamido)benzamide